2-Chloro-4-(8-(4-(9-(4-(4-(2,4-dioxotetrahydropyrimidin-1(2H)-yl)phenyl)piperazin-1-yl)-3-azaspiro[5.5]undecane-3-carbonyl)phenyl)-3-methyl-2,8-diazaspiro[4.5]decan-2-yl)benzonitrile ClC1=C(C#N)C=CC(=C1)N1CC2(CC1C)CCN(CC2)C2=CC=C(C=C2)C(=O)N2CCC1(CC2)CCC(CC1)N1CCN(CC1)C1=CC=C(C=C1)N1C(NC(CC1)=O)=O